4-(3-fluoro-4-methoxyphenyl)tetrahydro-2H-pyran-4-amine FC=1C=C(C=CC1OC)C1(CCOCC1)N